BrC=1C(=C(C=C(C1)Cl)C1=NCCNC1C)F 5-(3-bromo-5-chloro-2-fluorophenyl)-6-methyl-1,2,3,6-tetrahydropyrazine